cyclohexanecarboxamide hydrochloride salt Cl.C1(CCCCC1)C(=O)N